3-(tert-Butyldithio)-N-phenylpropionamide C(C)(C)(C)SSCCC(=O)NC1=CC=CC=C1